(1S,2R)-2-((S)-1-((1,3-dioxoisoindolin-2-yl)methyl)-8-hydroxy-1,2,3,4-tetrahydroisoquinoline-2-carbonyl)cyclohexane-1-carboxylic acid O=C1N(C(C2=CC=CC=C12)=O)C[C@H]1N(CCC2=CC=CC(=C12)O)C(=O)[C@H]1[C@H](CCCC1)C(=O)O